ethyl 2-(2-hydroxyethoxy)acetate OCCOCC(=O)OCC